FC=1C=CC2=C(N=CO2)C1 5-fluoro-benzooxazol